(pent-4-yn-1-yl)-1H-imidazole-1-carboxamide C(CCC#C)C=1N(C=CN1)C(=O)N